C(C)(C)(C)C1=CC=CC=C1 tertiary butylbenzene